tert-butyl (3r,4r)-4-(((7-((tert-butoxycarbonyl) (4-(pyrimidin-4-yl) benzyl) amino)-3-isopropylpyrazolo[1,5-a]pyrimidin-5-yl) amino) methyl)-3-hydroxypiperidine-1-carboxylate C(C)(C)(C)OC(=O)N(C1=CC(=NC=2N1N=CC2C(C)C)NC[C@@H]2[C@H](CN(CC2)C(=O)OC(C)(C)C)O)CC2=CC=C(C=C2)C2=NC=NC=C2